(1s,3R,4S)-3,4-difluorocyclopentane F[C@@H]1CCC[C@@H]1F